ethyl (2R)-3-(3-cyano-1H-pyrazol-1-yl)-2-hydroxypropanoate C(#N)C1=NN(C=C1)C[C@H](C(=O)OCC)O